C(C)(C)(C)OC(=O)N1CC=CCC1 tert-butyl-2,5-dihydropyridine-1-carboxylate